FC1=C(C=C(C=C1)F)[C@@H]1N(C[C@@H](C1)F)C1=NC=2N(C=C1)N=C(C2NC(=S)N[C@H]2[C@@H](C2)O)F 1-(5-((2R,4R)-2-(2,5-difluorophenyl)-4-fluoropyrrolidin-1-yl)-2-fluoropyrazolo[1,5-a]pyrimidin-3-yl)-3-((1R,2R)-2-hydroxycyclopropyl)thiourea